ClC1=NC2=CC(=CC=C2C(=C1)C1=C(C=CC=C1)Cl)O[C@@H](C(=O)N1C[C@H](CCC1)CC(=O)NC)C 2-[(3R)-1-[(2R)-2-[[2-chloro-4-(2-chlorophenyl)-7-quinolyl]oxy]propanoyl]-3-piperidyl]-N-methyl-acetamide